C(C)(=O)OC[C@@H](C1=CC=CC=C1)NC(NC=1C=NC(=C(C1)OCC1=CC=CC=C1)OC)=O [(2R)-2-[(5-benzyloxy-6-methoxy-3-pyridyl)carbamoylamino]-2-phenyl-ethyl] acetate